[In].[Sn]=O.[Ag] Silver tin oxide indium